methyl-1-(3-chloro-5-methylphenyl)-3-methyl-5-oxopyrrolidine-3-carboxylate COC(=O)C1(CN(C(C1)=O)C1=CC(=CC(=C1)C)Cl)C